ClC=1C=C2C(=CN=C(C2=CN1)C=1C=NN(C1)C)C(C)C 6-chloro-4-isopropyl-1-(1-methyl-1H-pyrazol-4-yl)-2,7-naphthyridine